OC[C@H]1[C@@H](O1)C(=O)OCC ethyl (2R,3S)-3-(hydroxymethyl)oxirane-2-carboxylate